CC(CCCCCC(=O)[O-])(C)C.CC(CCCCCC(=O)[O-])(C)C.[Zn+2] zinc (II) bis(7,7-dimethyloctanoate)